[(5-{4-[(3S)-3-ethylmorpholin-4-yl]-6-(4-methanesulfonyloxan-4-yl)pyrimidin-2-yl}-1H-pyrrolo[3,2-b]pyridin-2-yl)methyl](methyl)amine C(C)[C@@H]1N(CCOC1)C1=NC(=NC(=C1)C1(CCOCC1)S(=O)(=O)C)C1=CC=C2C(=N1)C=C(N2)CNC